methyl-(triisopropylsilyl)dimethylketene CC(C(=C=O)C)[Si](C(C)C)(C(C)C)C(C)C